C1(CCC1)N1C(=CC2=CC=C(C=C12)N1CC2=CC=C(C=C2CC1)F)NC(CC(C)(C)C)=O N-(1-cyclobutyl-6-(6-fluoro-1,2,3,4-tetrahydroisoquinolin-2-yl)-1H-indol-2-yl)-3,3-dimethylbutyramide